C1(CC1)OC1=CC=CC2=C1N=C(O2)C2=C1C=C(N=CC1=C(N=C2)NC)NC(=O)C2CC2 N-(5-(4-cyclopropoxybenzo[d]oxazol-2-yl)-8-(methylamino)-2,7-naphthyridin-3-yl)cyclopropanecarboxamide